BrC1=CC(=C(OC=2C=C(C(NN2)=O)C2CCCCC2)C(=C1)Cl)Cl 6-(4-bromo-2,6-dichlorophenoxy)-4-cyclohexylpyridazin-3(2H)-one